2-O-hydroxyisobutyl-3-O-dodecenyl-glyceryl-ascorbic acid OOC=1C(=O)O[C@@](C1OC=CCCCCCCCCCC)([C@@](O)(CO)CC(C)C)CC(O)CO